1-[3-(hydroxyethyl)-6-[5-[(6-methylpyridazin-3-yl)amino]benzimidazol-1-yl]-2-pyridyl]pyrazole-3-carbonitrile OCCC=1C(=NC(=CC1)N1C=NC2=C1C=CC(=C2)NC=2N=NC(=CC2)C)N2N=C(C=C2)C#N